Cl.ClCC=1C=NC(=NC1)SC 5-(chloromethyl)-2-methylsulfanyl-pyrimidine hydrochloride